N1(CCC12CCC2)CC(=O)NC=2C=C(C(=NC2)C)NC(=O)C=2C=NN1C2SC(=C1)C1=CC(=NC=C1)N1CCOCC1 N-(5-(2-(1-azaspiro[3.3]heptan-1-yl)acetamido)-2-methylpyridin-3-yl)-2-(2-morpholinopyridin-4-yl)pyrazolo[5,1-b]thiazole-7-carboxamide